ClC1=C(C=C(C=C1)CC(=O)N(CCC)C[C@H](C=1C=NC=CC1)O)C#N 2-(4-chloro-3-cyano-phenyl)-N-[(2S)-2-hydroxy-2-(3-pyridyl)ethyl]-N-propyl-acetamide